(2S,4S)-N-benzyl-N-(4,4-dimethylcyclohexyl)-4-fluoropyrrolidine-2-carboxamide hydrochloride Cl.C(C1=CC=CC=C1)N(C(=O)[C@H]1NC[C@H](C1)F)C1CCC(CC1)(C)C